3-(5-bromoacenaphthylen-1-yl)piperidine-2,6-dione BrC1=CC=C2C=C(C=3C=CC=C1C32)C3C(NC(CC3)=O)=O